C(CN([C@@H](CCC(=O)O)C(=O)O)CC(=O)O)(=O)O L-glutamic acid-N,N-diacetic acid